N1CC(C1)OC1=CC(=NC=C1)Cl 4-(azetidin-3-yloxy)-2-chloropyridine